NC1=C(C=CC(=N1)C=O)[N+](=O)[O-] 6-AMINO-5-NITROPICOLINALDEHYDE